5-(3-(Trifluoromethyl)phenyl)furan-2-carbonyl chloride FC(C=1C=C(C=CC1)C1=CC=C(O1)C(=O)Cl)(F)F